O=C1NC(CCC1N1C(C2=CC=C(C=C2C1)NC(=O)N1CC(C2=CC=CC=C12)C(C)C)=O)=O N-(2-(2,6-dioxopiperidin-3-yl)-1-oxoisoindolin-5-yl)-3-isopropylindoline-1-carboxamide